(2E)-methyl 4,5-dioxo-5-phenylpent-2-enoate O=C(/C=C/C(=O)OC)C(C1=CC=CC=C1)=O